[Si](C)(C)(C(C)(C)C)OCC1N(CCCC1)C1=C(C(=NC=C1)[N+](=O)[O-])C1CC2=C(C(N1C=1C=NC=CC1)=O)SC=N2 6-(4-(((tert-butyldimethylsilyloxy)methyl)piperidin-1-yl)-2-nitropyridin-3-yl)-5-(pyridin-3-yl)-6,7-dihydrothiazolo[5,4-c]pyridin-4(5H)-one